distearoyl-phosphate C(CCCCCCCCCCCCCCCCC)(=O)OP(=O)(OC(CCCCCCCCCCCCCCCCC)=O)[O-]